((3S,4R,6R)-6-((S)-1-(4-fluorophenyl)-1,2,3,4-tetrahydroisoquinoline-2-carbonyl)-4-hydroxytetrahydro-2H-pyran-3-yl) carbamate C(N)(O[C@H]1CO[C@H](C[C@H]1O)C(=O)N1[C@H](C2=CC=CC=C2CC1)C1=CC=C(C=C1)F)=O